N4-cyclohexyl-5-(furan-3-yl)-N2-(p-tolyl)pyrimidine-2,4-diamine C1(CCCCC1)NC1=NC(=NC=C1C1=COC=C1)NC1=CC=C(C=C1)C